[Si](C)(C)(C(C)(C)C)OC[C@H]1[C@@H]([C@@H]2[C@H](N1C(=O)OC)CCC2)O Methyl (2S,3R,3aS,6aR)-2-(((tert-butyldimethylsilyl)oxy)methyl)-3-hydroxyhexahydrocyclopenta[b]pyrrole-1(2H)-carboxylate